(E)-3-(4-(2-(4-(1-(4-chlorophenyl)-2-phenylbut-1-en-1-yl)phenoxy)ethyl)piperazin-1-yl)propan-1-amine ClC1=CC=C(C=C1)\C(=C(/CC)\C1=CC=CC=C1)\C1=CC=C(OCCN2CCN(CC2)CCCN)C=C1